1-methyl-4-[[(2S)-tetrahydrofuran-2-yl]methylamino]-9-(2,2,2-trifluoroethoxy)-6,7-dihydrobenzo[a]quinolizin-2-one CC=1C(C=C(N2CCC3=C(C12)C=CC(=C3)OCC(F)(F)F)NC[C@H]3OCCC3)=O